1-Butyl-4-ethylpyridinium acetat C(C)(=O)[O-].C(CCC)[N+]1=CC=C(C=C1)CC